ClC=1C=C(C=C(C1)NS(=O)(=O)C)NC(=O)C=1SC(=C(C1)C1=NC=C(C=C1OC)F)C N-(3-chloro-5-(methylsulfonamido)phenyl)-4-(5-fluoro-3-methoxypyridin-2-yl)-5-methylthiophene-2-carboxamide